(4-amino-4-methylpiperidin-1-yl)(5-(2,3-dichlorobenzoyl)furan-2-yl)methanone NC1(CCN(CC1)C(=O)C=1OC(=CC1)C(C1=C(C(=CC=C1)Cl)Cl)=O)C